C(C)(=O)NC=1C=C(C=CC1)C=1N=NN(C1)CC(=O)N/N=C/C1=C(C=CC=C1)O (E)-2-(4-(3-acetamidophenyl)-1H-1,2,3-triazol-1-yl)-N'-(2-hydroxybenzylidene)acethydrazide